NC(C(=O)O)COC(=O)OC1=C(C=CC=C1C(C)C)C(C)C 2-amino-3-(2,6-diisopropyl-phenoxycarbonyloxy)-propanoic acid